amino 4,6-dimethoxypyrimidine-2-carboxylate COC1=NC(=NC(=C1)OC)C(=O)ON